FC=1C=C(O[C@@H]2C[C@H](CC2)NC(OC(C)(C)C)=O)C=C(C1F)F tert-Butyl ((trans)-3-(3,4,5-trifluorophenoxy)cyclopentyl)carbamate